F[C@H]1C[C@H](N2N=C(N=C21)C(=O)[C@@H]2CC21CC1)C1=CC=CC=C1 |r| [rac-(5S,7S)-7-Fluoro-5-phenyl-6,7-dihydro-5H-pyrrolo[1,2-b][1,2,4]triazol-2-yl]-[rac-(2R)-spiro[2.2]pentan-2-yl]methanon